2-methoxyethanolat COCC[O-]